(S)-N-(4-(1-(1-acryloylpyrrolidin-3-yl)-2-oxo-1H-imidazo[4,5-c]pyridin-3(2H)-yl)phenyl)-4-methyl-3-(trifluoromethyl)benzamide C(C=C)(=O)N1C[C@H](CC1)N1C(N(C=2C=NC=CC21)C2=CC=C(C=C2)NC(C2=CC(=C(C=C2)C)C(F)(F)F)=O)=O